NC1=NC=2C=CC(=CC2C2=C1COC2)C(=O)N2[C@H](COCC2)C2=CC(=CC=C2)Br |r| (4-amino-1,3-dihydrofuro[3,4-c]quinolin-8-yl)-[rac-(3S)-3-(3-bromophenyl)morpholin-4-yl]methanone